2-fluoro-6-[(3-methylbenzyl)amino]-9-(tetrahydrofuran-2-yl)-9H-purine FC1=NC(=C2N=CN(C2=N1)C1OCCC1)NCC1=CC(=CC=C1)C